ethyl 5-benzyl-1,3,4-thiadiazole-2-carboxylate C(C1=CC=CC=C1)C1=NN=C(S1)C(=O)OCC